2-(4'-bromo-[1,1'-biphenyl]-4-yl)dibenzo[b,d]furan BrC1=CC=C(C=C1)C1=CC=C(C=C1)C1=CC2=C(OC3=C2C=CC=C3)C=C1